3-(4-hydroxy-1-oxoisoindolin-2-yl)-1-((2-(trimethylsilyl)ethoxy)methyl)piperidine-2,6-dione OC1=C2CN(C(C2=CC=C1)=O)C1C(N(C(CC1)=O)COCC[Si](C)(C)C)=O